N(=[N+]=[N-])[C@H]1CN(C[C@H](C1)O[Si](C)(C)C(C)(C)C)C(=O)O (3R,5S)-3-azido-5-((tert-butyldimethylsilyl)oxy)piperidine-1-carboxylic acid